tetrahydropyrrolo[3,4-c]pyrrole-1,3(2H,3ah)-dione C1(NC(C2C1CNC2)=O)=O